1-methyl-7-(1-methyl-1H-pyrazol-4-yl)-4-(1-methyl-3-nitro-2-oxo-1,2-dihydroquinolin-5-yl)-1,2,3,4-tetrahydroquinoxaline-6-carbonitrile CN1CCN(C2=CC(=C(C=C12)C=1C=NN(C1)C)C#N)C1=C2C=C(C(N(C2=CC=C1)C)=O)[N+](=O)[O-]